C(C=C)(=O)OCC(COC1=CC=C(C=C1)C1(C2=CC=CC=C2C=2C=CC=CC12)C1=CC=C(C=C1)OCC(COC(C=C)=O)O)O 9,9-bis[4-(3-acryloxy-2-hydroxypropoxy)phenyl]fluorene